C(C1=CC=CC=C1)NC=1N=CC2=C(N1)N(C(C(=C2)OC2=CC=C(C=C2)F)=O)C 2-(benzylamino)-6-(4-fluorophenoxy)-8-methylpyrido[2,3-d]pyrimidin-7(8H)-one